BrC1=CC=C(S1)C[C@@H](C#N)NC(OC(C)(C)C)=O tert-butyl (S)-(2-(5-bromothiophen-2-yl)-1-cyanoethyl)carbamate